N-benzylsulfonyl-4-[4-[[2-(5-methoxypyridin-3-yl)phenyl]methyl]piperazin-1-yl]benzamide C(C1=CC=CC=C1)S(=O)(=O)NC(C1=CC=C(C=C1)N1CCN(CC1)CC1=C(C=CC=C1)C=1C=NC=C(C1)OC)=O